C1(=CC=CC2=CC=CC=C12)N(C1=CC(=C(C=C1)C1=C(C=C(N(C2=CC=CC=C2)C2=CC=CC3=CC=CC=C23)C=C1)C)C)C1=CC=CC=C1 N,N'-di(naphthalene-1-yl)-N,N'-Bis(phenyl)-2,2'-dimethylbenzidine